rel-(S)-N-[2-amino-5-(5-fluoro-2-thienyl)phenyl]-4-(cyclopropylsulfonimidoyl)benzamide NC1=C(C=C(C=C1)C=1SC(=CC1)F)NC(C1=CC=C(C=C1)[S@](=O)(=N)C1CC1)=O |o1:21|